S1CCC(CC1)O thiacyclohexan-4-ol